3-amino-N-({3-[1-(1-ethylpiperidine-3-carbonyl)piperidin-4-yl]-1H-1,2,4-triazol-5-yl}methyl)pyrazine-2-carboxamide NC=1C(=NC=CN1)C(=O)NCC1=NC(=NN1)C1CCN(CC1)C(=O)C1CN(CCC1)CC